2-(2-((5-fluorobenzo[d]oxazol-2-yl)amino)benzo[d]oxazol-5-yl)-N-(2-(hydroxymethoxy)ethyl)propanamide FC=1C=CC2=C(N=C(O2)NC=2OC3=C(N2)C=C(C=C3)C(C(=O)NCCOCO)C)C1